BrCC1=CC=C(C=C1)NC(C(CC(C)C)NC(=O)C(C)(C)C)=O 1-((4-(bromomethyl)phenyl)amino)-2-((tert-butylcarbonyl)amino)-4-methyl-1-oxopentane